2-(5-Methyl-4-oxothiochroman-3-yl)-2-oxoethyl acetate C(C)(=O)OCC(=O)C1CSC2=CC=CC(=C2C1=O)C